C(C)(C)(C)OC(=O)N1CC(C(C1)COC1=CC=C(C=C1)S(=O)(=O)C)O 3-hydroxy-4-((4-(methylsulfonyl)phenoxy)methyl)pyrrolidine-1-carboxylic acid tert-butyl ester